ClC1=C(C=C2CCN(CC2=C1)CCF)NC1=NC=C(C(=N1)C1=CC2=C(C(N(CCS2(=O)=O)C)=O)S1)C(F)(F)F 7-(2-((7-chloro-2-(2-fluoroethyl)-1,2,3,4-tetrahydroisoquinolin-6-yl)amino)-5-(trifluoromethyl)pyrimidin-4-yl)-4-methyl-3,4-dihydrothieno[2,3-f][1,4]thiazepin-5(2H)-one 1,1-dioxide